S-methyl-isothiourea hydrochloride Cl.CSC(N)=N